lauryllactate C(CCCCCCCCCCC)OC(C(O)C)=O